3-cyanophenyl 1-(8-fluoro-7-(8-fluoronaphthalen-1-yl)-2-((tetrahydro-1H-pyrrolizin-7a(5H)-yl)methoxy)pyrido[4,3-d]pyrimidin-4-yl)piperidine-4-carboxylate FC1=C(N=CC2=C1N=C(N=C2N2CCC(CC2)C(=O)OC2=CC(=CC=C2)C#N)OCC21CCCN1CCC2)C2=CC=CC1=CC=CC(=C21)F